methyloxydiphenyliodonium COC1=C(C=CC=C1)[I+]C1=CC=CC=C1